Methylenebis(3-chloro-2,6-diethylaniline) C(NC1=C(C(=CC=C1CC)Cl)CC)NC1=C(C(=CC=C1CC)Cl)CC